CN1N=CC(=C1C)C1CN(CC2=CC=CC=C12)C(CCCCCC(F)(F)F)=O 1-[4-(1,5-dimethylpyrazol-4-yl)-3,4-dihydro-1H-isoquinolin-2-yl]-7,7,7-trifluoro-heptan-1-one